N1=CC=C(C=C1)C([O-])=S pyridine-4-thiocarboxylate